2-(3,4-dimethoxyphenyl)-3-methyl-5-(1''-methyl-[1,4':1',4''-terpiperidine]-4-yl)-1H-indole COC=1C=C(C=CC1OC)C=1NC2=CC=C(C=C2C1C)C1CCN(CC1)C1CCN(CC1)C1CCN(CC1)C